O1CCC(C2=CC=CC=C12)O chroman-4-ol